COC1=C(CN(C=2N=C(C=C3C=C(N=CC23)NC(=O)[C@@H]2[C@H](C2)C=2C=NN(C2)C)Cl)CC2=C(C=C(C=C2)OC)OC)C=CC(=C1)OC (1S,2S)-N-(8-(bis(2,4-dimethoxybenzyl)amino)-6-chloro-2,7-naphthyridin-3-yl)-2-(1-methyl-1H-pyrazol-4-yl)cyclopropane-1-carboxamide